ClC1=NC(=CC(=C1)C1(CCOCC1)C#N)N1[C@@H](COCC1)C 4-{2-chloro-6-[(3R)-3-methylmorpholin-4-yl]pyridin-4-yl}oxane-4-carbonitrile